1-(1'-(azetidin-3-yl)-[1,4'-bipiperidin]-4-yl)-3-(3-fluoro-4-phenoxyphenyl)-1H-pyrazolo[3,4-d]pyrimidin-4-amine N1CC(C1)N1CCC(CC1)N1CCC(CC1)N1N=C(C=2C1=NC=NC2N)C2=CC(=C(C=C2)OC2=CC=CC=C2)F